CCC(CC)C1=NNC=C1 3-(pentan-3-yl)-1H-pyrazol